CC1=CC(=NN1)NC1=NC(=C2N=CN(C2=N1)C1C2CCC(CC1)N2CCC#N)N2CCOCC2 (3-exo)-3-(2-(((5-methyl-1H-pyrazol-3-yl)amino)-6-morpholino-9H-purin-9-yl)-8-azabicyclo[3.2.1]oct-8-yl)propionitrile